N-cyclopropyl-2-(difluoromethoxy)-6-methoxy-4-[7-(2-pyrrolidin-2-ylethoxy)imidazo[1,2-a]pyridin-3-yl]benzamide C1(CC1)NC(C1=C(C=C(C=C1OC)C1=CN=C2N1C=CC(=C2)OCCC2NCCC2)OC(F)F)=O